FC(C)(F)C1=NC(=NC=C1)NC1=CC(=NC=C1OCC)NC(C)=O N-(4-((4-(1,1-difluoroethyl)pyrimidin-2-yl)amino)-5-ethoxypyridin-2-yl)acetamide